TETRAETHYL-AMMONIUM BROMIDE [Br-].C(C)[N+](CC)(CC)CC